FC=1C=C(C=C(C1OC1=C2C(=NC=C1)N(C=C2C(F)(F)F)COCC[Si](C)(C)C)F)NC=2OCC1(CC1)CN2 N-(3,5-difluoro-4-{[3-(trifluoromethyl)-1-{[2-(trimethylsilyl)ethoxy]methyl}-1H-pyrrolo[2,3-b]pyridin-4-yl]oxy}phenyl)-5-oxa-7-azaspiro[2.5]oct-6-en-6-amine